5-methyl-5-{3-methyl-4-[4-(3,5,6-trimethylpyridin-2-yl)piperazine-1-carbonyl]phenyl}imidazolidine-2,4-dione CC1(C(NC(N1)=O)=O)C1=CC(=C(C=C1)C(=O)N1CCN(CC1)C1=NC(=C(C=C1C)C)C)C